C1(=CC=CC=C1)N1C(N(C(NC1=O)=O)C=1C=C2C=NN(C2=CC1)C1=CC=CC=C1)=O 1-phenyl-3-(1-phenyl-1H-indazol-5-yl)-1,3,5-triazinane-2,4,6-trione